C(C)OC(=O)C=1OC2=C(C1C)C=C(C=C2)S(NCCC2=C(C=CC=C2)I)(=O)=O 5-(N-(2-iodophenethyl)sulfamoyl)-3-methylbenzofuran-2-carboxylic acid ethyl ester